3-amino-3-(2-methoxypyrimidin-5-yl)propionic acid ethyl ester C(C)OC(CC(C=1C=NC(=NC1)OC)N)=O